5-(3-bromo-4-fluoro-phenoxy)-4,6-difluoro-1H-indole BrC=1C=C(OC=2C(=C3C=CNC3=CC2F)F)C=CC1F